CC1=C(C=NN1)N(C(\C=C\C1=CC=C(C=C1)C)=O)CC=1SC=CC1 (E)-N-(5-methyl-1H-pyrazol-4-yl)-N-(thiophen-2-ylmethyl)-3-p-tolyl-acrylamide